p-tolyl (5-methyl-6-(((5-methyl-1,3,4-oxadiazol-2-yl)methyl)carbamoyl)-2-phenylpyridin-3-yl)carbamate CC=1C=C(C(=NC1C(NCC=1OC(=NN1)C)=O)C1=CC=CC=C1)NC(OC1=CC=C(C=C1)C)=O